N-methyl-4-azaindole CN1C=CC2=NC=CC=C12